2-[(3-ethynyl-8-methyl-6-quinolinyl)oxy]-N-propylbutanamide C(#C)C=1C=NC2=C(C=C(C=C2C1)OC(C(=O)NCCC)CC)C